(2R,4S)-2-methyl-N-((S,E)-4-(methylsulfonyl)but-3-en-2-yl)-2-phenyl-4-(trifluoromethyl)piperidine-1-carboxamide C[C@]1(N(CC[C@@H](C1)C(F)(F)F)C(=O)N[C@@H](C)\C=C\S(=O)(=O)C)C1=CC=CC=C1